C(CC(CC)C(=O)O)C(=O)O pentane-1,3-dicarboxylic acid